4-(5-chloro-2-((1-cyclopropyl-1H-pyrazol-4-yl)amino)pyrimidin-4-yl)-N-(2-cyano-2-methylpropyl)benzamide ClC=1C(=NC(=NC1)NC=1C=NN(C1)C1CC1)C1=CC=C(C(=O)NCC(C)(C)C#N)C=C1